CC=1C=C(C=CC1C)C=1NC(C=2N(C1)N=C(C2)C(=O)OCC)=O Ethyl 6-(3,4-dimethylphenyl)-4-oxo-4,5-dihydropyrazolo[1,5-a]pyrazine-2-carboxylate